C(C1=CC=CC=C1)(=O)C1=CC=C(C=C1)C1=C(C=CC(=C1)N)S(=O)(=O)C1=CC=C(C=C1)C(C(C)(S(=O)(=O)C1=CC=C(C=C1)C)C)=O 1-[4-(4-benzoylphenyl-p-aminobenzenesulfonyl)phenyl]-2-methyl-2-(4-methylphenylsulfonyl)propan-1-one